1-cyclohexyl-2-(pyridin-4-yl)-1,6-dihydrodipyrrolo[2,3-b:2',3'-d]Pyridine C1(CCCCC1)N1C(=CC=2C1=C1C(=NC2)NC=C1)C1=CC=NC=C1